3-(piperidin-4-yl)-1,2-oxaborol-2(5H)-ol N1CCC(CC1)C=1B(OCC1)O